Benzyl (2R,6S)-6-(((R)-tert-butylsulfinyl)amino)-6-(4-chloropyridin-2-yl)-2-methylhexanoate C(C)(C)(C)[S@@](=O)N[C@@H](CCC[C@H](C(=O)OCC1=CC=CC=C1)C)C1=NC=CC(=C1)Cl